N-((1,2,3,5,6,7-hexahydro-s-indacen-4-yl)carbamoyl)-2-(1-(2-methoxyethyl)pyrrolidin-2-yl)vinylsulfonamide Tert-Butyl-carbazate C(C)(C)(C)OC(NN)=O.C1CCC2=C(C=3CCCC3C=C12)NC(=O)NS(=O)(=O)C=CC1N(CCC1)CCOC